2-(2-(cyclopropylmethyl)-1-(3-fluoro-4-sulfamoylbenzyl)-5-(3-(3-(2-hydroxypropan-2-yl)azetidin-1-yl)phenyl)-1H-pyrrol-3-yl)thiazole-4-carboxylic acid C1(CC1)CC=1N(C(=CC1C=1SC=C(N1)C(=O)O)C1=CC(=CC=C1)N1CC(C1)C(C)(C)O)CC1=CC(=C(C=C1)S(N)(=O)=O)F